amino-2-carboxyethyl-L-Lysine NN([C@@H](CCCCN)C(=O)O)CCC(=O)O